6-(6-chloro-1H-pyrrolo[3,2-c]pyridin-3-yl)-2-azaspiro[3.3]heptane-2-carboxylic acid tert-butyl ester C(C)(C)(C)OC(=O)N1CC2(C1)CC(C2)C2=CNC1=C2C=NC(=C1)Cl